3-(4-hydroxypiperidin-1-yl)-1-((2-(trimethylsilyl)ethoxy)methyl)-1H-1,2,4-triazole-5-carbonitrile OC1CCN(CC1)C1=NN(C(=N1)C#N)COCC[Si](C)(C)C